C(CCC)[Sn](C1=NC(=CC=C1)F)(CCCC)CCCC tributyl-(6-fluoro-2-pyridinyl)stannane